CC1=C(C=NN1)C1=CC=2N=C(NC(C2S1)=O)C1N(CCC1)CC(=O)OCC ethyl {2-[6-(5-methyl-1H-pyrazol-4-yl)-4-oxo-3,4-dihydrothieno[3,2-d]pyrimidin-2-yl]pyrrolidin-1-yl}acetate